5-[2-[[4-[5-(Difluoromethyl)-1,3,4-oxadiazol-2-yl]-2,3-difluorophenyl]methyl]tetrazol-5-yl]-1-methylbenzimidazole-2-amine FC(C1=NN=C(O1)C1=C(C(=C(C=C1)CN1N=C(N=N1)C1=CC2=C(N(C(=N2)N)C)C=C1)F)F)F